(S)-4-amino-N-cyclopropyl-3-methyl-N-(6-(trifluoromethyl)-2,3-dihydrobenzofuran-3-yl)imidazo[1,5-a]quinoxaline-8-carboxamide NC=1C=2N(C3=CC(=CC=C3N1)C(=O)N([C@@H]1COC3=C1C=CC(=C3)C(F)(F)F)C3CC3)C=NC2C